N-(4-(4,5-dimethyl-4H-1,2,4-triazol-3-yl)-2-methoxyphenyl)-6-methyl-8-(2-oxa-7-azaspiro[4.4]nonan-7-yl)pyrido[3,4-d]pyrimidin-2-amine CN1C(=NN=C1C)C1=CC(=C(C=C1)NC=1N=CC2=C(N1)C(=NC(=C2)C)N2CC1(CCOC1)CC2)OC